COC=1C=C(C=C(C1)OC)OB(O)O 3,5-dimethoxyphenyl-boric acid